4-chloro-N-(1-(6-(2-ethylphenyl)pyridazin-3-yl)piperidin-3-yl)-3-fluorobenzamide ClC1=C(C=C(C(=O)NC2CN(CCC2)C=2N=NC(=CC2)C2=C(C=CC=C2)CC)C=C1)F